NC=1C(=NC(=CN1)C1=CC=C(C=C1)N1C[C@H](OCC1)C(C)C)C=1C=C2CCNC(C2=CC1F)=O (R)-6-(3-amino-6-(4-(2-isopropylmorpholino)phenyl)pyrazin-2-yl)-7-fluoro-3,4-dihydroisoquinolin-1(2H)-one